COCC=1C=C(C(OC1C(C)CCC)=O)C (7R)-5-(methoxymethyl)-3-methyl-6-(pentane-2-yl)-2H-pyran-2-one